CNC=1N=CC(=C2C=C(N=CC12)NC(=O)C1CC1)C1=NN(C=C1)CC=1SC=CN1 N-(8-(methylamino)-5-(1-(thiazol-2-ylmethyl)-1H-pyrazol-3-yl)-2,7-naphthyridin-3-yl)cyclopropanecarboxamide